N-benzyl-glycine C(C1=CC=CC=C1)NCC(=O)O